C(C)(C)(C)OC(NC1=CN(C2=C1C(N(C=C2)C2=NN(C=C2)C)=O)C)=O (1-Methyl-5-(1-methyl-1H-pyrazol-3-yl)-4-oxo-4,5-dihydro-1H-pyrrolo[3,2-c]pyridin-3-yl)carbamic acid tert-butyl ester